C(C)(CC)N1N=CC=2N=C(N=C(C21)N[C@H](C)C=2C=NC1=CC=CC=C1C2)N2CCN(CC2)C(C)=O 1-{4-[1-sec-butyl-7-((R)-1-quinolin-3-yl-ethylamino)-1H-pyrazolo[4,3-d]pyrimidin-5-yl]-piperazin-1-yl}-ethanone